2-amino-N-((1s,4s)-4-hydroxycyclohexyl)-5-(4-(4-methylpiperazine-1-carbonyl)phenyl)nicotinamide tert-butyl(1-(4-bromophenyl)cyclopropyl)carbamate C(C)(C)(C)N(C(O)=O)C1(CC1)C1=CC=C(C=C1)Br.NC1=C(C(=O)NC2CCC(CC2)O)C=C(C=N1)C1=CC=C(C=C1)C(=O)N1CCN(CC1)C